2-Decan-2-yl-6,6,9-trimethyl-7,8,9,10-tetrahydrobenzo[c]chromen-1-ol CC(CCCCCCCC)C1=C(C=2C3=C(C(OC2C=C1)(C)C)CCC(C3)C)O